C1=CC=2C=3C4=C1C=CC1=CC=CC(C3C=CC2)=C14 benzo[ghi]fluoranthene